C1(=CC=CC2=CC=CC=C12)N1N=C(N=N1)C1=CC2=CC=CC=C2C=C1 2-(naphthalene-1-yl)-5-(naphthalene-2-yl)-2H-tetrazole